ClC=1C=C2C(=NC=NC2=C(C1F)Cl)N(C(C)C=1N(N=CN1)C1=NC=CC=N1)C 6,8-dichloro-7-fluoro-N-methyl-N-[1-(2-pyrimidin-2-yl-1,2,4-triazol-3-yl)ethyl]quinazolin-4-amine